7-(2-fluoro-4-methylphenyl)-2-(hydroxymethyl)-N-(isoquinolin-6-yl)-5-methyl-4,7-dihydropyrazolo[1,5-a]pyrimidine-6-carboxamide FC1=C(C=CC(=C1)C)C1C(=C(NC=2N1N=C(C2)CO)C)C(=O)NC=2C=C1C=CN=CC1=CC2